C(CCNC([C@H](O)C(C)(C)CO)=O)(=O)[O-].[Ca+2].C(CCNC([C@H](O)C(C)(C)CO)=O)(=O)[O-] (+)-calcium pantothenate